COC=1C=C2CCC(C2=CC1)NC(CCCCCCC(=O)NOC1OCCCC1)=O N1-(5-methoxy-2,3-dihydro-1H-inden-1-yl)-N8-((tetrahydro-2H-pyran-2-yl)oxy)octanediamide